Cl.ClC=1N=NC(=C(N1)N1CC2(CNC2)CC1)OC1=C(C(=O)N(C(C)C)CC)C=C(C=C1)F 2-((3-Chloro-5-(2,6-diazaspiro[3.4]oct-6-yl)-1,2,4-triazin-6-yl)oxy)-N-ethyl-5-fluoro-N-isopropylbenzamide hydrochloride